NC12CN(CC2C1)C1=NC=2N(C(=N1)NCC1=NC3=C(N1)C=CC=C3)N=CC2Br 2-(1-amino-3-azabicyclo[3.1.0]hexan-3-yl)-N-(1H-benzimidazol-2-ylmethyl)-8-bromo-pyrazolo[1,5-a][1,3,5]triazin-4-amine